5-(4-acetylpiperazin-1-yl)-N-(4-(2-chlorophenyl)thiazol-2-yl)thiophene-2-carboxamide C(C)(=O)N1CCN(CC1)C1=CC=C(S1)C(=O)NC=1SC=C(N1)C1=C(C=CC=C1)Cl